CC1=C(C(=O)P(OC2=CC=CC=C2)OC2=CC=CC=C2)C(=CC(=C1)C)C 2,4,6-trimethylbenzoyldiphenoxyphosphorus